6-nitro-7-((S)-tetrahydrofuran-3-yloxy)-quinazoline [N+](=O)([O-])C=1C=C2C=NC=NC2=CC1O[C@@H]1COCC1